(RS)-4-chloro-pyridine ClC1=CC=NC=C1